ClC1=C(C=CC=C1)CC(=O)NC=1C=C(C2=CN(N=C2C1)CC1OCCC1)S(N)(=O)=O 2-(2-chlorophenyl)-N-(4-sulfamoyl-2-((tetrahydrofuran-2-yl)methyl)-2H-indazol-6-yl)acetamide